C(C=C)(=O)N1CC(=CCC1)C=1C=NN(C1)C(C(=O)NC1=NC=C(C(=N1)C1=CNC2=CC=C(C=C12)C(F)(F)F)C(F)(F)F)C 2-(4-(1-propenoyl-1,2,5,6-tetrahydropyridin-3-yl)-1H-pyrazol-1-yl)-N-(4-(5-trifluoromethyl-1H-indol-3-yl)-5-(trifluoromethyl)pyrimidin-2-yl)propanamide